ClC1=C(C=C(CNC(C(C)C)=O)C=C1)C=1NC(C=C(N1)C1=CC=C(C=C1)S(=O)(=O)N(CC)CC)=O N-(4-chloro-3-{4-[4-(diethylaminosulfonyl)phenyl]-6-oxo-1,6-dihydropyrimidin-2-yl}benzyl)isobutyramide